8-tricyclo[5.2.1.02,6]dec-4-enyl-2-methylpropanoate C12C3CC=CC3C(C(C1)OC(C(C)C)=O)C2